ClC=1N=C2C(=CC=NC2=CC1OC)OC1=CC=C(C=C1)NC(=O)C=1C(=NC(=C(C1O)C1=C(C=C(C=C1)F)C)C)C N-[4-[(6-chloro-7-methoxy-1,5-naphthyridin-4-yl)oxy]phenyl]-5-(4-fluoro-2-methylphenyl)-4-hydroxy-2,6-dimethylpyridine-3-carboxamide